C1=CC2=C(C(=C1)Br)C(=CN2)CCOC3=NC(=C4C(=N3)N(C=N4)[C@H]5[C@@H]([C@@H]([C@H](O5)CO)O)O)N 2-(3''''-(4''''-Bromo-indolyl)ethyloxy)adenosine